2-(Thiazol-2-yl)acetonitrile S1C(=NC=C1)CC#N